ClC=1C=C(C=CC1C=1N(C2=NC=NC(=C2N1)OC1(CC1)C)CC1=NC=CC(=C1)C)C(=O)N1C[C@H](CC1)N(C)C (S)-(3-chloro-4-(6-(1-methylcyclopropoxy)-9-((4-methylpyridin-2-yl)methyl)-9H-purin-8-yl)phenyl)(3-(dimethylamino)pyrrolidin-1-yl)methanone